4-[2-fluoro-6-methyl-4-(1-methyl-1H-pyrazol-4-yl)benzenesulfonyl]-1,5-dimethyl-1,2,3,4-tetrahydroquinoxaline FC1=C(C(=CC(=C1)C=1C=NN(C1)C)C)S(=O)(=O)N1CCN(C2=CC=CC(=C12)C)C